5-amino-N-(2-{3-amino-4-[1-(methoxymethyl)cyclopropoxy]pyrrolidin-1-yl}-5,6,7,8-tetrahydroquinolin-6-yl)-2,4-dimethylthieno[2,3-d]pyrimidine-6-carboxamide NC1=C(SC=2N=C(N=C(C21)C)C)C(=O)NC2CC=1C=CC(=NC1CC2)N2CC(C(C2)OC2(CC2)COC)N